BrC1=CC=C2C(=NC(=NC2=C1)N)N[C@@H](COC)C (R)-7-bromo-N4-(1-methoxyprop-2-yl)quinazoline-2,4-diamine